ClC1=C(OCCCNC2(CCCCC2)[C@]23NC=NC=C3N(C(N2)=O)C)C=C(C(=C1)C)[N+](=O)[O-] (1s,4s)-4-(((3-(2-chloro-4-methyl-5-nitrophenoxy)propyl)amino)cyclohexyl)-7-Methyl-7,9-dihydro-8H-purin-8-one